OCCN(S(=O)=O)CCO N,N-bis(2-hydroxyethyl)sulfonamide